C1(CC1)CN1C2[C@@]3(CCC([C@H]4[C@]3(CC1)C1=C(O4)C(=CC=C1C2)OC(CCCCCCCC=CCC=CCC=CCC)=O)=C)O octadeca-9,12,15-trienoic acid (4aS,7aS,12bS)-3-(cyclopropylmethyl)-4a-hydroxy-7-methylene-2,3,4,4a,5,6,7,7a-octahydro-1H-4,12-methanobenzofuro[3,2-e]isoquinolin-9-yl ester